S(=O)(=O)(O)[O-].S(=O)(=O)(OCCCCCCCCCCCCCCCCCCCC)O.[Na+] Sodium icosyl hydrogen sulfate hydrogen sulfate